COC(CNC(=O)C1=NC=CN=C1)(C)C N-(2-methoxy-2-methylpropyl)pyrazine-2-carboxamide